C1(CCCC1)OCCN1C(C2=CC(=CC=C2C1)C1=NC(=NC=C1Cl)Cl)=O 2-[2-(cyclopentyloxy)ethyl]-6-(2,5-dichloropyrimidin-4-yl)-2,3-dihydro-1H-isoindol-1-one